N,N,N',N'-tetra(2-hydroxypropyl)adipamide OC(CN(C(CCCCC(=O)N(CC(C)O)CC(C)O)=O)CC(C)O)C